(2-(Carbazol-9-yl)phenyl)boronic acid C1=CC=CC=2C3=CC=CC=C3N(C12)C1=C(C=CC=C1)B(O)O